methylphenyl (2-fluorophenyl)phosphonate FC1=C(C=CC=C1)P(OC1=C(C=CC=C1)C)([O-])=O